4-bromo-7-chloro-2,6-naphthyridin-1-yl trifluoromethanesulfonate FC(S(=O)(=O)OC1=NC=C(C2=CN=C(C=C12)Cl)Br)(F)F